BrC=1C=CC2=C(N=C(S2)C2[C@H]3CN(C[C@@H]23)C)C1 5-bromo-2-((R,5S,6s)-3-methyl-3-azabicyclo[3.1.0]hexan-6-yl)benzo[d]thiazole